FC1(CCN(CCC1)C1=C(C(=O)O)C(=CC(=N1)C(F)(F)F)C)F 2-(4,4-difluoroazepan-1-yl)-4-methyl-6-(trifluoromethyl)nicotinic acid